2-((3S)-5,5-difluoro-1-(2-methyl-6-(1-methyl-5-(((tetrahydro-2H-pyran-2-yl)oxy)methyl)-1H-1,2,3-triazol-4-yl)pyridin-3-yl)piperidin-3-yl)acetic acid FC1(C[C@@H](CN(C1)C=1C(=NC(=CC1)C=1N=NN(C1COC1OCCCC1)C)C)CC(=O)O)F